FC1=CC=C2C=C(NC(C2=C1)=O)CCCN1CCN(CC1)C1=CC(=CC=C1)OC(F)(F)F 7-fluoro-3-(3-(4-(3-(trifluoromethoxy)phenyl)piperazin-1-yl)propyl)isoquinolin-1(2H)-one